N-[4-[4-(methylamino)piperidine-1-carbonyl]-3-pyrrolidin-1-ylphenyl]cyclopropanecarboxamide CNC1CCN(CC1)C(=O)C1=C(C=C(C=C1)NC(=O)C1CC1)N1CCCC1